N-{2-[(3R,4S)-3-fluoro-4-(methylamino)piperidin-1-yl]pyrimidin-4-yl}-8-[(2R,3S)-3-(methanesulfonyl-methyl)-2-methylazetidin-1-yl]-5-(propan-2-yl)isoquinolin-3-amine F[C@@H]1CN(CC[C@@H]1NC)C1=NC=CC(=N1)NC=1N=CC2=C(C=CC(=C2C1)C(C)C)N1[C@@H]([C@H](C1)CS(=O)(=O)C)C